C(C)C=1N=C(C2=C(N1)OC(=C2C(=O)OC2=CC=CC(=C2C(C)(C)C)C)C)Cl mono-tert-butyl-m-cresol Ethyl-4-chloro-6-methylfuro[2,3-d]pyrimidine-5-carboxylate